C(C=C)C1(CCN(CC1)C1=C(C(=O)OC)C=CC(=C1)Br)O methyl 2-(4-allyl-4-hydroxypiperidin-1-yl)-4-bromobenzoate